tert-butyl (tert-butoxycarbonyl)(7-(4-(1-(1-(4-fluorophenyl)ethyl)-1H-pyrazol-4-yl)pyridin-2-yl)-[1,2,4]triazolo[1,5-a]pyridin-2-yl)carbamate C(C)(C)(C)OC(=O)N(C(OC(C)(C)C)=O)C1=NN2C(C=C(C=C2)C2=NC=CC(=C2)C=2C=NN(C2)C(C)C2=CC=C(C=C2)F)=N1